C(C)OC(=O)C1=NN(C=C1)CCN1CCC1.OC1CCC(CC1)N1N=C(C(=C1)C1=C(N=C(O1)C=1C=NNC1)C(=O)N)C1=NC=CN=C1 (1-((1r,4r)-4-hydroxycyclohexyl)-3-(pyrazin-2-yl)-1H-pyrazol-4-yl)-2-(1H-pyrazol-4-yl)oxazole-4-carboxamide ethyl-1-[2-(azetidin-1-yl)ethyl]-1H-pyrazole-3-carboxylate